C(CCC)N(CCN(CCN(CCN(C)CCCC)C)C)C N,N'''-dibutyl-N,N',N'',N'''-tetramethyl(triethylenetetramine)